NC=1C2=C(N=CN1)N(C1=C2C=CN=C1)CC(=O)O 2-(4-amino-9H-pyrido[4',3':4,5]pyrrolo[2,3-d]pyrimidin-9-yl)acetic acid